7-(7-chloro-8-fluoro-2-((hexahydro-1H-pyrrolizin-7a-yl)methoxy)pyrido[4,3-d]pyrimidin-4-yl)-2,7-diazaspiro[4.5]decan-3-one ClC1=C(C=2N=C(N=C(C2C=N1)N1CC2(CC(NC2)=O)CCC1)OCC12CCCN2CCC1)F